sodium pentafluorobenzenesulfinate FC1=C(C(=C(C(=C1S(=O)[O-])F)F)F)F.[Na+]